5'-chloro-7'-oxo-7',8'-dihydro-6'H-spiro[cyclohexane-1,9'-furo[2,3-f]quinazoline] ClC=1C=C2C(=C3C4(NC(NC13)=O)CCCCC4)OC=C2